7-(4,4,5,5-tetramethyl-1,3,2-dioxaborolan-2-yl)-3,4-dihydro-2H-benzo[4,5]imidazo[2,1-b][1,3]oxazine CC1(OB(OC1(C)C)C1=CC2=C(N=C3OCCCN32)C=C1)C